P(=O)([O-])([O-])OC[C@H]([C@H](C(CO)=O)O)O.[Na+].[Na+] sodium ribulose 5-phosphate